[Si](C)(C)(C(C)(C)C)O[C@@H]1C[C@H](N(C1)C([C@H](C(C)(C)C)NC(=O)OCC1C2=CC=CC=C2C=2C=CC=CC12)=O)C=1NC=C(N1)C(=O)OC Methyl 2-[(2S,4R)-4-[tert-butyl (dimethyl) silyl] oxy-1-[(2S)-2-(9H-fluoren-9-ylmethoxycarbonylamino)-3,3-dimethylbutyryl] pyrrolidin-2-yl]-1H-imidazole-4-carboxylate